CN1[C@H](C(CCC1)C1=CC=2C(=NC=CC2NC=2C(=CC3=C(N=CS3)C2F)F)S1)C N-(2-((2S)-1,2-dimethylpiperidin-3-yl)thieno[2,3-b]pyridin-4-yl)-4,6-difluoro-benzo[d]thiazol-5-amine